NC=1C2=C(C=NC1)C(=NN2C)C#N 7-amino-1-methyl-1H-pyrazolo[4,3-c]pyridine-3-carbonitrile